2-(5-hydroxypentyl)-6-methoxybenzoic acid tert-butyl ester C(C)(C)(C)OC(C1=C(C=CC=C1OC)CCCCCO)=O